(E)-3-(4-(3-(1-benzyl-1H-1,2,3-triazol-4-yl)propoxy)phenyl)-N-(2-butoxyphenyl)acrylamide C(C1=CC=CC=C1)N1N=NC(=C1)CCCOC1=CC=C(C=C1)/C=C/C(=O)NC1=C(C=CC=C1)OCCCC